CN1CCN(CC1)C1=CC=C(C=N1)NC1=NC=CC=N1 N-(6-(4-methylpiperazin-1-yl)pyridin-3-yl)pyrimidin-2-amine